ClC1=CC=C2C(=C(N(C2=C1C=1C(=NN(C1C)C)CO)C)C(=O)OC)CCC(=O)OC methyl 6-chloro-7-(3-(hydroxymethyl)-1,5-dimethyl-1H-pyrazol-4-yl)-3-(3-methoxy-3-oxopropyl)-1-methyl-1H-indole-2-carboxylate